S(=O)(=O)(C)S(=O)(=O)C1=CC=C(C=O)C=C1 p-mesyl-sulfonyl-benzaldehyde